6-(4-acetylpiperazine-1-carbonyl)thieno[2',3':4,5]benzo[1,2-c][1,2,5]thiadiazole-4,8-dione C(C)(=O)N1CCN(CC1)C(=O)C1=CC2=C(C(C=3C(=NSN3)C2=O)=O)S1